1-(4-(10-(6-chloro-1H-indol-1-yl)decyl)piperazin-1-yl)-2-(2,4-difluorophenyl)-3-(1H-1,2,4-triazol-1-yl)propan-2-ol ClC1=CC=C2C=CN(C2=C1)CCCCCCCCCCN1CCN(CC1)CC(CN1N=CN=C1)(O)C1=C(C=C(C=C1)F)F